C[C@H]1N(CCOC1)C1=CC2=C(C(=N1)CCS(=O)(=O)[O-])CNC2=O (R)-(6-(3-Methylmorpholinyl)-1-oxo-2,3-dihydro-1H-pyrrolo[3,4-c]pyridin-4-yl)methylmethanesulfonate